ClC1=C(C(=O)C2=CNC=3N=CN=C(C32)NC3CCN(CC3)C(CCCCCN3CCN(CC3)C(=O)C=3C=CC(=C(C3)N3C(NC(CC3)=O)=O)OC)=O)C=CC(=C1)OC1=CC=CC=C1 1-(5-(4-(6-(4-((5-(2-chloro-4-phenoxybenzoyl)-7H-pyrrolo[2,3-d]pyrimidin-4-yl)amino)piperidin-1-yl)-6-oxohexyl)piperazine-1-carbonyl)-2-methoxyphenyl)dihydropyrimidine-2,4(1H,3H)-dione